(S)-N-ethyl-N-(1-(4-fluorophenyl)ethyl)-2-isobutyryl-1,2,3,4-tetrahydroisoquinoline-6-sulfonamide C(C)N(S(=O)(=O)C=1C=C2CCN(CC2=CC1)C(C(C)C)=O)[C@@H](C)C1=CC=C(C=C1)F